O.Cl.ClC=1C=C(C=CC1)C(CO)NC(=O)C=1NC=C(C1)C1=CC(=NC=C1Cl)NC(C)C 4-(5-chloro-2-isopropylaminopyridin-4-yl)-1H-pyrrole-2-carboxylic acid [1-(3-chlorophenyl)-2-hydroxyethyl]Amide HCl hydrate